BrC1=C(C=C(C(=N1)NC(=O)C1N(CC(C1)F)C(=O)OC(C)(C)C)C)F T-butyl 2-((6-bromo-5-fluoro-3-methylpyridin-2-yl)carbamoyl)-4-fluoropyrrolidine-1-carboxylate